3-[(tert-butoxycarbonyl)amino]-1H-indole-5-carboxylic acid methyl ester COC(=O)C=1C=C2C(=CNC2=CC1)NC(=O)OC(C)(C)C